CC(C#CC=1C=C(C=C2C(=NNC12)N)C1=CC(=NC=C1)NC=1N=NN(N1)C)(C)C 7-(3,3-dimethylbut-1-yn-1-yl)-5-(2-((2-methyl-2H-tetrazol-5-yl)amino)pyridin-4-yl)-1H-indazol-3-amine